C(C)N1C2=C([C@@H]([C@@H](C1=O)NC(C1=CC(=CC=C1)C(F)(F)F)=O)C1=CC(=C(C=C1)F)[N+](=O)[O-])C(=NN2C2=CC=CC=C2)C N-[(4S,5S)-7-ethyl-4-(4-fluoro-3-nitrophenyl)-3-methyl-6-oxo-1-phenyl-1H,4H,5H,6H,7H-pyrazolo[3,4-b]pyridin-5-yl]-3-(trifluoromethyl)benzamide